3-(5-((4-(2,6-dimethylpyridin-4-yl)piperazin-1-yl)methyl)-1-oxoisoindolin-2-yl)piperidine-2,6-dione CC1=NC(=CC(=C1)N1CCN(CC1)CC=1C=C2CN(C(C2=CC1)=O)C1C(NC(CC1)=O)=O)C